5-((R or S)-3-(ethoxy-methyl)-3-(4-fluoro-phenethyl)pyrrolidin-1-yl)-6,7-dihydro-1,7-naphthyridin-8(5H)-one C(C)OC[C@]1(CN(CC1)C1C=2C=CC=NC2C(NC1)=O)CCC1=CC=C(C=C1)F |o1:4|